NC1=C(C=C(C=N1)NC(C(=O)N1[C@@H](C[C@@H]([C@@H](C1)C)C)C1=CC=CC=C1)=O)C (6-amino-5-methyl-3-pyridyl)-2-[(2S,4S,5S)-4,5-dimethyl-2-phenyl-1-piperidyl]-2-oxo-acetamide